2-((R)-6-amino-5,6-dihydrospiro[cyclopenta[b]pyridine-7,4'-piperidine]-1'-yl)-5-(2,3-dichlorophenyl)-6-methylpyrimidine-4-carbonitrile N[C@@H]1CC=2C(=NC=CC2)C12CCN(CC2)C2=NC(=C(C(=N2)C#N)C2=C(C(=CC=C2)Cl)Cl)C